N,N-BIS(4-METHOXYBENZYL)AMINE COC1=CC=C(CNCC2=CC=C(C=C2)OC)C=C1